methyl (R)-1-(benzo[d][1,3]dioxol-4-ylmethyl)piperidine-2-carboxylate O1COC2=C1C=CC=C2CN2[C@H](CCCC2)C(=O)OC